2-[trans-2-(6-chloropyridin-3-yl)cyclopropyl]-1-[6,7-dimethyl-4-(methylamino)-1,3-dihydro-2H-pyrrolo[3,4-c]pyridin-2-yl]ethanone ClC1=CC=C(C=N1)[C@H]1[C@@H](C1)CC(=O)N1CC=2C(=NC(=C(C2C1)C)C)NC